5-(3,5-dimethoxy-4-(piperidin-4-ylidenemethyl)phenyl)-1,3,4-trimethylpyrazin-2(1H)-one hydrochloride salt Cl.COC=1C=C(C=C(C1C=C1CCNCC1)OC)C=1N(C(C(N(C1)C)=O)C)C